(2-(((tert-butyldimethylsilyl)oxy)methyl)-5-((2,4-dimethoxybenzyl)amino)-7-methoxy-[1,2,4]triazolo[1,5-c]quinazolin-10-yl)boronic acid [Si](C)(C)(C(C)(C)C)OCC1=NN2C(=NC=3C(=CC=C(C3C2=N1)B(O)O)OC)NCC1=C(C=C(C=C1)OC)OC